The molecule is a monohydroxyquinoline that is quinolin-8-ol in which the hydrogens at positions 5 and 7 are replaced by chlorine and iodine, respectively. It has antibacterial and atifungal properties, and is used in creams for the treatment of skin infections. It has also been investigated as a chelator of copper and zinc ions for the possible treatment of Alzheimer's disease. It has a role as an antifungal agent, an antineoplastic agent, an antimicrobial agent, an antibacterial agent, a chelator and an antiprotozoal drug. It is an organochlorine compound, an organoiodine compound and a monohydroxyquinoline. C1=CC2=C(C(=C(C=C2Cl)I)O)N=C1